C(C=C)OCCCCCOCC=C 1,5-bis(2-propenoxy)pentane